C(=O)C1=CC(=C(OCC2=CC=C(C(=O)N(C)C)C=C2)C=C1)O 4-((4-Formyl-2-hydroxyphenoxy)methyl)-N,N-dimethylbenzamide